(16R,20S)-12-(2,6-Dimethylphenyl)-20-(2,2-dimethylpropyl)-15-oxa-8λ6-thia-1,9,11,18,22-pentaazatetracyclo[14.4.1.13,7.110,14]tricosa-3(23),4,6,10(22),11,13-hexaene-2,8,8-trione CC1=C(C(=CC=C1)C)C1=NC=2NS(C3=CC=CC(C(N4[C@H](CNC[C@@H](OC(=C1)N2)C4)CC(C)(C)C)=O)=C3)(=O)=O